C(C)OC([C@@H](NC(C1=CC=CC=C1)=O)CO)=O benzoyl-serine ethyl ester